C1(CC1)C=1C=C(CCC2(CN(CCC2)C2=CC(=C(C(=C2)F)S(=O)(=O)N(C2=NC=NC=C2)CC2=C(C=C(C=C2)OC)OC)F)N(C)C)C=CC1 4-(3-(3-Cyclopropylphenethyl)-3-(dimethylamino)piperidin-1-yl)-N-(2,4-dimethoxybenzyl)-2,6-difluoro-N-(pyrimidin-4-yl)benzenesulfonamide